ClC1=C(C=NC2=CC=C(C=C12)OC(F)(F)F)C(=O)N1CCOCC1 [4-chloro-6-(trifluoromethoxy)-3-quinolyl]-morpholino-methanone